C1(CC1)C(=O)N1CCC2=CC(=CC=C12)C=1N=C(SC1C)C(=O)NCC=1C=C(OCCOCCNC(OC(C)(C)C)=O)C=CC1 tert-butyl 2-(2-(3-((4-(1-(cyclopropanecarbonyl)indolin-5-yl)-5-methylthiazole-2-carboxamido)methyl)phenoxy)ethoxy)ethylcarbamate